N'-hydroxy-3-(hydroxymethyl)benzamidine ON=C(C1=CC(=CC=C1)CO)N